OC(C(CCCC=CCCCCC)=O)CCCC=CCCCCC 12-hydroxydocosa-6,16-dien-11-one